N'-dimethoxymethylpiperazine COC(N1CCNCC1)OC